bis(trifluoromethyl)but-1-en FC(F)(F)C(=CCC)C(F)(F)F